C(C)(C)N1C(=NC=C1)Cl N-isopropyl-2-chloroimidazole